N-(1-(2,4-dichlorophenyl)-6-(6-fluoropyridin-3-yl)-1H-pyrazolo[3,4-d]pyrimidin-4-yl)-5-nitrothiophene-2-carboxamide ClC1=C(C=CC(=C1)Cl)N1N=CC=2C1=NC(=NC2NC(=O)C=2SC(=CC2)[N+](=O)[O-])C=2C=NC(=CC2)F